{3-[3-Methyl-1-(1H-pyrrolo[2,3-b]pyridin-4-yl)-1H-pyrazol-4-yl]-phenyl}-methanol CC1=NN(C=C1C=1C=C(C=CC1)CO)C1=C2C(=NC=C1)NC=C2